FC1=C(COC2=CC=C3C=C(NC3=C2)C)C=CC=C1.[K] potassium 6-((2-fluorobenzyl)oxy)-2-methylindole